C(CCCCCCCCCC\C=C\C=C)=O (12E)-12,14-pentadecadienal